C(CCCCCC)OCCO ethylene glycol monoheptyl ether